4-(2-hydroxyethyl)-2,2-dimethylpyrrolidine-1-carboxylic acid tert-butyl ester C(C)(C)(C)OC(=O)N1C(CC(C1)CCO)(C)C